C1=CC=CC=2C3=CC=CC=C3C(C12)COC(=O)NC(C(=O)O)CSCCOC(CC)=O (((9H-Fluoren-9-yl)methoxy)carbonyl)amino-3-((2-(propionyloxy)ethyl)thio)propanoic acid